O1C(CCCC1)N1N=CC2=CC(=CC=C12)OC1(CC1)CO [1-(1-tetrahydropyran-2-ylindazol-5-yl)oxycyclopropyl]methanol